ClC1=CC=C(C=2CCC12)C(C(=C)C1=CC=CC=C1)=O 1-(5-chlorobicyclo[4.2.0]oct-1(6),2,4-triene-2-yl)-2-phenylprop-2-ene-1-one